BrC1SNSS1 5-bromo-[1,2,4]trithiazole